ClC=1C=C(C=2C(=NC(=CN2)C)N1)C1=C(C=C(C=C1)Cl)F 6-chloro-8-(4-chloro-2-fluorophenyl)-3-methylpyrido[2,3-b]pyrazine